2-(2-bromo-3-chloro-6-fluoro-phenyl)acetaldehyde BrC1=C(C(=CC=C1Cl)F)CC=O